C(CCC)SC1=CC(=C(CCNO)C=C1OC)OC 4-(s)-butylthio-2,5-dimethoxy-N-hydroxy-phenethylamine